C(C)OC(=O)C=1C(=NC2=C(C(=C(C=C2C1N[C@@H]1C[C@H](N(CC1)C(=O)OC(C)(C)C)CCO)Cl)C1=C(C(=CC=C1)C)C(F)(F)F)F)Cl (((2S,4S)-1-(tert-Butoxycarbonyl)-2-(2-hydroxyethyl)piperidin-4-yl)amino)-2,6-dichloro-8-fluoro-7-(3-methyl-2-(trifluoromethyl)phenyl)quinoline-3-carboxylic acid ethyl ester